N-((3R,4S)-3-(3-(difluoromethyl)azetidin-1-yl)chroman-4-yl)-6-(trifluoromethyl)-7H-pyrrolo[2,3-d]pyrimidin-4-amine FC(C1CN(C1)[C@H]1COC2=CC=CC=C2[C@@H]1NC=1C2=C(N=CN1)NC(=C2)C(F)(F)F)F